monosulfopropane S(=O)(=O)(O)C(C)C